C(\C=C(/C)\CC\C=C(/C)\CCC=C(C)C)OP([O-])(=O)OP(=O)([O-])[O-] (2e,6e)-farnesyl-diphosphate